4-((S)-5-methyl-3-((R)-1,1,1-trifluoro-2-hydroxypropan-2-yl)-5,6-dihydroimidazo[1,5-a]pyrazolo[5,1-c]pyrazin-9-yl)bicyclo[2.2.2]octane-1-carbonitrile C[C@H]1CN2C(C=3N1C(=NC3)[C@@](C(F)(F)F)(C)O)=CC(=N2)C23CCC(CC2)(CC3)C#N